7-(2-((6-chloro-1,2,3,4-tetrahydroisoquinolin-7-yl)amino)-5-(trifluoromethyl)pyrimidin-4-yl)-4-(oxetan-3-yl)-3,4-dihydrothieno[2,3-f][1,4]thiazepin-5(2H)-one 1,1-dioxide ClC=1C=C2CCNCC2=CC1NC1=NC=C(C(=N1)C1=CC2=C(C(N(CCS2(=O)=O)C2COC2)=O)S1)C(F)(F)F